(4aS,8aR)-6-[6-[[5-[1-(trifluoromethyl)cyclopropyl]-1,3,4-oxadiazol-2-yl]methyl]-2-azaspiro[3.3]heptane-2-carbonyl]-4,4a,5,7,8,8a-hexahydropyrido[4,3-b][1,4]oxazin-3-one FC(C1(CC1)C1=NN=C(O1)CC1CC2(CN(C2)C(=O)N2C[C@H]3[C@H](OCC(N3)=O)CC2)C1)(F)F